2,5-dichloro-N-(o-tolyl)pyrimidin-4-amine ClC1=NC=C(C(=N1)NC1=C(C=CC=C1)C)Cl